3-amino-4-methoxybenzo[d]isoxazol-6-ol hydrochloride Cl.NC1=NOC2=C1C(=CC(=C2)O)OC